((4-chloro-3-fluoropyridin-2-yl)methyl)formamide ClC1=C(C(=NC=C1)CNC=O)F